2-bromo-3-nitrobenzamide BrC1=C(C(=O)N)C=CC=C1[N+](=O)[O-]